2-[5-fluoro-1-[(4-methoxyphenyl)methyl]indazol-6-yl]acetic acid FC=1C=C2C=NN(C2=CC1CC(=O)O)CC1=CC=C(C=C1)OC